6-[3-(1,3-Benzothiazol-2-ylamino)-4-methyl-6,7-dihydro-5H-pyrido[2,3-c]pyridazin-8-yl]-3-[1-[[3,5-dimethyl-7-[2-(1-piperidyl)ethoxy]-1-adamantyl]methyl]-5-methyl-pyrazol-4-yl]pyridin S1C(=NC2=C1C=CC=C2)NC2=C(C1=C(N=N2)N(CCC1)C1=CC=C(C=N1)C=1C=NN(C1C)CC12CC3(CC(CC(C1)(C3)OCCN3CCCCC3)(C2)C)C)C